NC1=NC=CC=C1C=1C=C2CCNC(C2=CN1)=O 6-(2-aminopyridin-3-yl)-3,4-dihydro-2,7-naphthyridin-1(2H)-one